S(N)(OC[C@@H]1[C@H](C[C@@H](C1)NC1=NC=NC=C1C(=O)C=1SC(=C(C1)[C@@H](O)C1=CC(=CC=C1)Cl)Cl)O)(=O)=O [(1R,2S,4R)-4-{[5-([5-Chloro-4-[(S)-(3-chlorophenyl)(hydroxy)methyl]-2-thienyl]carbonyl)pyrimidin-4-yl]amino}-2-hydroxycyclopentyl]methyl sulfamate